2-((6-oxo-5-(trifluoromethyl)-1,6-dihydropyridazin-4-yl)amino)propoxyDichloromethane O=C1C(=C(C=NN1)NC(COC(Cl)Cl)C)C(F)(F)F